FC=1C=C(C=C(C1)F)C([C@H](C)NC([C@H](C)N1C(OC2=C(C1=O)N=CC=C2OC)=O)=O)C2=CC(=CC(=C2)F)F (S)-N-((S)-1,1-bis(3,5-difluorophenyl)propan-2-yl)-2-(8-methoxy-2,4-dioxo-2H-pyrido[2,3-e][1,3]oxazin-3(4H)-yl)propanamide